C(CCCCCCCCCCCCCCC(=O)N)CCCCCCCCCCCC(=O)N butylenebislauric acid amide